FC=1C=C(C=NC1)CN1N=C(C=CC1=O)C=1C=NC(=NC1)OCCC(F)(F)F 2-((5-fluoropyridin-3-yl)methyl)-6-(2-(3,3,3-trifluoropropoxy)pyrimidin-5-yl)pyridazine-3(2H)-one